FC(OC1=NC=CC(=C1)N1C[C@@H](CC1)C=O)F ((R)-1-(2-(difluoromethoxy)pyridin-4-yl)pyrrolidin-3-yl)methanone